CC1([C@H]2CN([C@@H]([C@@H]12)C(=O)N[C@@H](C[C@H]1C(NCC1)=O)C(COC1=NOC(=C1)C)=O)C([C@@H](NC(C(F)(F)F)=O)C(C)C)=O)C (1R,2S,5S)-6,6-dimethyl-N-{(2S)-4-[(5-methyl-1,2-oxazol-3-yl)oxy]-3-oxo-1-[(3S)-2-oxopyrrolidin-3-yl]butan-2-yl}-3-[N-(trifluoroacetyl)-L-valyl]-3-azabicyclo[3.1.0]hexane-2-carboxamide